ethyl 2-(chloromethyl)-7-fluoro-3-[[(2S)-oxetan-2-yl]methyl]benzimidazole-5-carboxylate ClCC=1N(C2=C(N1)C(=CC(=C2)C(=O)OCC)F)C[C@H]2OCC2